(2,7-bis(2,2-dibromoacetyl)-9H-fluoren-9-yl)acetic acid methyl ester COC(CC1C2=CC(=CC=C2C=2C=CC(=CC12)C(C(Br)Br)=O)C(C(Br)Br)=O)=O